C1(=C(C=CC=C1)N1N=NC(=C1)CO)C 1-o-tolyl-1H-1,2,3-triazole-4-methanol